5-[1-(5-amino-2-pyridyl)-3-(trifluoromethyl)pyrazol-4-yl]-N-[3-chloro-4-[4-[[[(2S,4R)-4-hydroxyprolyl]amino]methyl]piperidine-1-carbonyl]phenyl]-1-methyl-imidazole-2-carboxamide NC=1C=CC(=NC1)N1N=C(C(=C1)C1=CN=C(N1C)C(=O)NC1=CC(=C(C=C1)C(=O)N1CCC(CC1)CNC([C@H]1NC[C@@H](C1)O)=O)Cl)C(F)(F)F